FC1=NN(C=C1C1=CC=2C(=NC=CC2)N1)C 2-(3-fluoro-1-methyl-1H-pyrazol-4-yl)-1H-pyrrolo[2,3-b]pyridin